4-((1-(3-(1,1-difluoro-2-hydroxy-2-methylpropyl)-2-fluorophenyl)ethyl)amino)-2-methylpyridin FC(C(C)(C)O)(F)C=1C(=C(C=CC1)C(C)NC1=CC(=NC=C1)C)F